campest-7-en CC(C)[C@H](C)CC[C@@H](C)[C@H]1CC[C@H]2C3=CCC4CCCC[C@]4(C)[C@H]3CC[C@]12C